O1C(=COCC1)C1=CC=C(C=C1)NCC1=CC=C(C=C1)CN1[C@@H]([C@H]([C@@H]([C@H](C1)O)O)O)CO (2R,3R,4R,5S)-1-{[4-({[4-(5,6-dihydro-1,4-dioxin-2-yl)phenyl]amino}methyl)phenyl]methyl}-2-(hydroxymethyl)piperidine-3,4,5-triol